3-(4-(2-Methyl-5-(1H-pyrazol-4-yl)piperazin-1-yl)pyrimidin-2-yl)-6-(trifluoromethyl)imidazo[1,2-a]pyrazine CC1N(CC(NC1)C=1C=NNC1)C1=NC(=NC=C1)C1=CN=C2N1C=C(N=C2)C(F)(F)F